CC1=CC2=C(OC3(CN(S2(=O)=O)C2=C(C(=NC=C2)C(C(=O)O)C)C)CC3)N=C1 (8'-methyl-1',1'-dioxidospiro[cyclopropane-1,4'-pyrido[2,3-b][1,4,5]oxathiazepin]-2'(3'H)-yl(methyl)pyridin-2-yl)propanoic acid